2-(1-(4-hydroxybutyl)pyrrolidin-3-yl)propane-1,3-diyl bis(2-heptylnonanoate) C(CCCCCC)C(C(=O)OCC(COC(C(CCCCCCC)CCCCCCC)=O)C1CN(CC1)CCCCO)CCCCCCC